pyrogallol sodium salt [Na].C1(O)=C(O)C(O)=CC=C1